tert-butyl (S)-(1-(5-(4-(1-(1,1-dioxidotetrahydro-2H-thiopyran-4-yl)piperidin-4-yl)phenyl)-3-methylthiophene-2-carbonyl)pyrrolidin-3-yl)carbamate O=S1(CCC(CC1)N1CCC(CC1)C1=CC=C(C=C1)C1=CC(=C(S1)C(=O)N1C[C@H](CC1)NC(OC(C)(C)C)=O)C)=O